C(C)OC1=C(SC(=C1)C1=NC=NC(=C1)NCCC=1C2=C(SC1C)C(=CC(=C2)F)C)C2=NOC(N2)=O 3-(3-Ethoxy-5-{6-[2-(5-fluoro-2,7-dimethyl-benzo[b]thiophen-3-yl)-ethylamino]-pyrimidin-4-yl}-thiophen-2-yl)-[1,2,4]oxadiazol-5(4H)-on